C(C)(C)(CC)OOC(C)(C)CC tert-pentyl peroxide